(S)-3-(benzyloxy)-2-(hexadecyloxy)propan-1-ol C(C1=CC=CC=C1)OC[C@H](CO)OCCCCCCCCCCCCCCCC